ClC1=C(NC2=CC=CC(=C12)Cl)C(=O)N1[C@H](CN(CC1)C(COC)=O)C (S)-1-(4-(3,4-dichloro-1H-indole-2-carbonyl)-3-methylpiperazin-1-yl)-2-methoxyethan-1-one